CC(CO[Si](OCC)(OCC)N)C(C)C methyl-isopropyl-aminotriethoxysilane